TRANS-HEPTENYLBORONIC ACID B(/C=C/CCCCC)(O)O